FC1=CC(=CC=2N=C(OC21)C=2C=C(C=CC2)C2=C(C=C(C=C2)F)C2=NN=CN2C)CNCC(C)(O)C 1-(((7-Fluoro-2-(4'-fluoro-2'-(4-methyl-4H-1,2,4-triazol-3-yl)-[1,1'-biphenyl]-3-yl)benzo[d]oxazol-5-yl)methyl)amino)-2-methylpropan-2-ol